1-(2,2-difluoroethyl)-4-(tetramethyl-1,3,2-dioxaborolan-2-yl)-1H-pyrazole FC(CN1N=CC(=C1)B1OC(C(O1)(C)C)(C)C)F